(S)- and (R)-1-(1H-indol-3-yl)-2-((2-morpholinoethyl)amino)-2-phenylethan-1-one N1C=C(C2=CC=CC=C12)C([C@H](C1=CC=CC=C1)NCCN1CCOCC1)=O |r|